monoferrocenylcyclotetraphosphazen [C-]1(C=CC=C1)P1=NP=NP=NP=N1.[CH-]1C=CC=C1.[Fe+2]